(3R,4R,5S)-4-acetamido-5-amino-3-(1-ethylpropoxy)-1-cyclohexene-1-carboxylic acid ethyl ester phosphate P(=O)(O)(O)O.C(C)OC(=O)C1=C[C@H]([C@@H]([C@H](C1)N)NC(C)=O)OC(CC)CC